N-[3-(4-amino-7-methyl-7H-pyrrolo[2,3-d]pyrimidin-5-yl)-2-fluoro-phenyl]-3-chloro-4-hydroxy-benzenesulfonamide NC=1C2=C(N=CN1)N(C=C2C=2C(=C(C=CC2)NS(=O)(=O)C2=CC(=C(C=C2)O)Cl)F)C